di(m-sulfophenyl)phenylphosphine S(=O)(=O)(O)C=1C=C(C=CC1)P(C1=CC=CC=C1)C1=CC(=CC=C1)S(=O)(=O)O